C(CCCCCCCCC(=O)[O-])(=O)[O-].[Zn+2].[Cu+2].C(CCCCCCCCC(=O)[O-])(=O)[O-] copper-zinc sebacate